FC(C1=NN2C(N=C(C=C2NC[C@@](CO)(C2=CC=C(C=C2)F)C2CN(C2)C(=O)N)C(F)(F)F)=C1)(F)F (S)-3-(1-((2,5-bis(trifluoromethyl)pyrazolo[1,5-a]pyrimidin-7-yl)amino)-2-(4-fluorophenyl)-3-hydroxypropan-2-yl)azetidine-1-carboxamide